N-t-butyloxycarbonyl-2-amino-N-(naphthalene-2-yl)benzamide C(C)(C)(C)OC(=O)N(C(C1=C(C=CC=C1)N)=O)C1=CC2=CC=CC=C2C=C1